C(CC)[C@H]1CC(OC1)=O (S)-4-propyldihydrofuran-2(3H)-one